CC(C)CC(CC(CCCC)C)C 2,4,6-trimethyldecane